N1(C=NC=C1)C=1C=C(CN(C=2SC=C(N2)CN2CCOCC2)CC2=CC(=CC=C2)OC)C=CC1 N-(3-(1H-imidazol-1-yl)benzyl)-N-(3-methoxybenzyl)-4-(morpholinomethyl)thiazol-2-amine